C(#N)NC1CC(C1)C(=O)NC[C@H]1[C@@H]2C([C@H](CC1)C2)(C)C (1r,3r)-3-(cyanoamino)-N-{[(1R,2R,5R)-6,6-dimethylbicyclo[3.1.1]-heptane-2-yl]methyl}cyclobutane-1-carboxamide